(R)-N-(4,4-difluoro-1-(oxetan-3-yl)pyrrolidin-3-yl)-5-(1-(2,2-difluoroethyl)-4-fluoro-1H-benzo[d]imidazol-6-yl)-6-fluoro-4-(methoxy-d3)pyrrolo[2,1-f][1,2,4]triazin-2-amine FC1([C@@H](CN(C1)C1COC1)NC1=NN2C(C(=N1)OC([2H])([2H])[2H])=C(C(=C2)F)C=2C=C(C1=C(N(C=N1)CC(F)F)C2)F)F